CC1(OB(OC1(C)C)C1=CC=C(C=C1)NC(OCC1=CC=C(C=C1)Cl)=O)C 4-chlorobenzyl (4-(4,4,5,5-tetramethyl-1,3,2-dioxaborolan-2-yl)phenyl)carbamate